(Z)-3-fluoro-4-(naphthalen-2-ylsulfonyl)but-2-en-1-amine hydrochloride Cl.F\C(=C/CN)\CS(=O)(=O)C1=CC2=CC=CC=C2C=C1